tert-butyl (R)-(1-(5-chloro-1H-indole-2-carbonyl)pyrrolidin-3-yl)carbamate ClC=1C=C2C=C(NC2=CC1)C(=O)N1C[C@@H](CC1)NC(OC(C)(C)C)=O